8-(dimethylamino)-3-(2-((2-methoxyethyl)amino)pyrimidin-5-yl)-8-phenyl-1,3-diazaspiro[4.5]decan-2-one CN(C1(CCC2(CN(C(N2)=O)C=2C=NC(=NC2)NCCOC)CC1)C1=CC=CC=C1)C